BrC1=CC=CC(=N1)C(C#C[C@]1(C(N(CC1)C)=O)O)O (3R)-3-(3-(6-Bromopyridin-2-yl)-3-hydroxyprop-1-yn-1-yl)-3-hydroxy-1-methylpyrrolidin-2-one